C(C)(C)(C)OC(NCS(=O)(=O)C1=CC=CC=C1)=O N-(benzenesulfonylmethyl)carbamic acid tert-butyl ester